C1(CC1)C1=CC=C(C=C1)C1=NC(=NN1C)CN1CCCC1 5-(4-cyclopropylphenyl)-1-methyl-3-(pyrrolidin-1-ylmethyl)-1H-1,2,4-triazole